FC1(CN(CC=C1C=1CCN(CC1)C1=C(C=C(C=C1)[N+](=O)[O-])F)C(=O)OC(C)(C)C)F tert-butyl 3,3-difluoro-4-[1-(2-fluoro-4-nitro-phenyl)-3,6-dihydro-2H-pyridin-4-yl]-2,6-dihydropyridine-1-carboxylate